5-chloro-3-((2,4-dichlorophenylimino)-methyl)-2-hydroxyphenyl nicotinate C(C1=CN=CC=C1)(=O)OC1=C(C(=CC(=C1)Cl)C=NC1=C(C=C(C=C1)Cl)Cl)O